2-(5-(2-cyclopropylpropan-2-yl)-2-methoxyphenyl)-2-((R)-3-((5-(5,6,7,8-tetrahydro-1,8-naphthyridin-2-yl)pentyl)oxy)pyrrolidin-1-yl)acetic acid C1(CC1)C(C)(C)C=1C=CC(=C(C1)C(C(=O)O)N1C[C@@H](CC1)OCCCCCC1=NC=2NCCCC2C=C1)OC